ClC1=NC(=CC(=C1[N+](=O)[O-])N1CCC(CC1)O)C 1-(2-chloro-6-methyl-3-nitropyridin-4-yl)piperidin-4-ol